4-(2-(2-((phenylmethyl)sulfonamido)-4-(4-(4-((6-(trifluoromethyl)pyridazin-3-yl)oxy)phenyl)-piperidine-1-carbonyl)phenoxy)ethyl)morpholin-4-ium chloride [Cl-].C1(=CC=CC=C1)CS(=O)(=O)NC1=C(OCC[NH+]2CCOCC2)C=CC(=C1)C(=O)N1CCC(CC1)C1=CC=C(C=C1)OC=1N=NC(=CC1)C(F)(F)F